2-(3-Fluorophenyl)-2-oxo-3,3,5,5-tetramethyl-[1,4,2]-oxazaphosphinane FC=1C=C(C=CC1)P1(OCC(NC1(C)C)(C)C)=O